2-(2,6-Dioxopiperidin-3-yl)-4-((1-phenyl-2,5,8,11-tetraoxatridec-13-yl)oxy)isoindoline-1,3-dione O=C1NC(CCC1N1C(C2=CC=CC(=C2C1=O)OCCOCCOCCOCCOCC1=CC=CC=C1)=O)=O